C(C)(C)(C)OC(=O)N1CCC(CCC1)NC(CCC1=NN=C2N1N=C(C=C2)Cl)=O.NCCC=2N(C=C(N2)C(=O)NCC2=NC=CC=C2F)C 2-(2-aminoethyl)-N-[(3-fluoropyridin-2-yl)methyl]-1-methyl-1H-imidazole-4-carboxamide tert-butyl-4-(3-(6-chloro-[1,2,4]triazolo[4,3-b]pyridazin-3-yl)propanamido)azepane-1-carboxylate